(S)-(3-(3-(5-chloropyridin-2-yloxy)pyrrolidin-1-yl)-6-o-tolylpyridin-2-yl)methanol ethyl-(E)-3-(3-(4-(trifluoromethyl)phenyl)imidazo[1,5-a]pyridin-1-yl)acrylate C(C)/C(/C(=O)OCC1=NC(=CC=C1N1C[C@H](CC1)OC1=NC=C(C=C1)Cl)C1=C(C=CC=C1)C)=C\C=1N=C(N2C1C=CC=C2)C2=CC=C(C=C2)C(F)(F)F